N1CC2(CCC1)CNC1=CC=CC=C12 spiro[indoline-3,3-piperidine]